ClC=1C=C(C=C(C1)S(=O)(=O)C)NC(=O)C1=CN(C(=C1)C)C1=NC=C(C=N1)SC N-(3-chloro-5-(methylsulfonyl)phenyl)-5-methyl-1-(5-(methylsulfanyl)pyrimidin-2-yl)-1H-pyrrole-3-carboxamide